C(C)(C)N(CC)C(C)C diisopropyl-1-ethylamine